N-(3-methoxyphenyl)-4-methylpyridin-3-amine COC=1C=C(C=CC1)NC=1C=NC=CC1C